6-(4-((2-(4-methoxyphenyl)-5-oxo-5,6-dihydropyrimido[4,5-d]pyridazin-4-yl)amino)phenyl)-6-azaspiro[2.5]octane-1-carboxylic acid COC1=CC=C(C=C1)C=1N=C(C2=C(C=NNC2=O)N1)NC1=CC=C(C=C1)N1CCC2(CC2C(=O)O)CC1